FC(S(=O)(=O)N[C@@H]1[C@@H](N(CC12CC2)C(=O)[O-])CC2=C(C(=CC=C2)C2=CC(=CC(=C2)F)F)F)F (6S,7S)-7-(difluoromethyl sulfonylamino)-6-[[3-(3,5-difluorophenyl)-2-fluoro-phenyl]methyl]-5-azaspiro[2.4]heptane-5-carboxylate